FC(C(=O)O)(F)F.C(C)(=O)OC1=CC2=CC=CC=C2C=C1 naphth-2-yl acetate trifluoroacetate